3-((5-methyl-4-nitro-1-(4-oxaspiro[2.5]oct-7-yl)-1H-pyrazol-3-yl)oxy)propan-1-ol CC1=C(C(=NN1C1CCOC2(CC2)C1)OCCCO)[N+](=O)[O-]